N-(3-(3-Methoxyphenyl)prop-2-yn-1-yl)-4-(4-methylpiperazin-1-yl)-1H-benzo[d]imidazole-1-carboxamide COC=1C=C(C=CC1)C#CCNC(=O)N1C=NC2=C1C=CC=C2N2CCN(CC2)C